C=C(C(=O)OCCCCC)C(=O)OCCCCC diamyl methylenemalonate